(2R,3S,4R,5R)-5-(4-acetamidopyrrolo[2,1-f][1,2,4]triazin-7-yl)-5-cyano-2-((2-cyclohexylacetoxy)methyl)-4-hydroxytetrahydrofuran-3-yl (tert-butoxycarbonyl)-L-valinate C(C)(C)(C)OC(=O)N[C@@H](C(C)C)C(=O)O[C@@H]1[C@H](O[C@@]([C@@H]1O)(C#N)C1=CC=C2C(=NC=NN21)NC(C)=O)COC(CC2CCCCC2)=O